ICC(COCCC1=CC=CC=C1)=O 1-iodo-3-phenethoxypropan-2-one